Icosylacrylat C(CCCCCCCCCCCCCCCCCCC)OC(C=C)=O